3-(1,1-difluoro-2-((1R,3r,5S)-3-(methylsulfonamido)-9-azabicyclo[3.3.1]nonan-9-yl)-2-oxoethyl)-4-fluoro-N-(4-fluoro-3-methylphenyl)benzamide FC(C(=O)N1[C@H]2CC(C[C@@H]1CCC2)NS(=O)(=O)C)(F)C=2C=C(C(=O)NC1=CC(=C(C=C1)F)C)C=CC2F